N1(CCNCC1)[C@H]1CN(CC1)C(=O)OC(C)(C)C Tert-Butyl (3R)-3-piperazin-1-ylpyrrolidine-1-carboxylate